Cl.NCC1=NOC(C1)(C(=O)OCC)CC1=C(C(=CC=C1)F)F ethyl 3-(aminomethyl)-5-(2,3-difluorobenzyl)-4,5-dihydroisoxazole-5-carboxylate hydrochloride